FC(C(=O)F)(OC(C(C(F)(F)F)(F)F)(F)F)C(F)(F)F Perfluoro(2-methyl-3-oxahexanoyl) fluoride